(3-bromo-1,2,4-thiadiazol-5-yl)carbamic acid tert-butyl ester C(C)(C)(C)OC(NC1=NC(=NS1)Br)=O